tert-butyl (4S)-4,5-diamino-5-oxo-pentanoate, hydrochloride Cl.N[C@@H](CCC(=O)OC(C)(C)C)C(=O)N